(E)-3-[4-(Difluoromethoxy)-3-ethoxyphenyl]-1-(4-hydroxyphenyl)prop-2-en-1-one FC(OC1=C(C=C(C=C1)/C=C/C(=O)C1=CC=C(C=C1)O)OCC)F